FN1C(C=C(C=C1C)C)C 1-fluoro-2,4,6-trimethylpyridine